5-(2-(Trifluoromethoxy)ethyl)-6,7-dihydro-5H-pyrazolo[5,1-b][1,3]oxazine-2-carboxylic acid FC(OCCC1CCN2C(O1)=CC(=N2)C(=O)O)(F)F